C1(=CCC1)C(=O)N1CC(C1)C1=NN(C2=NC=CN=C21)C2=CC=C(C=C2)OC(F)(F)F Cyclobut-1-en-1-yl-(3-(1-(4-(trifluoromethoxy)phenyl)-1H-pyrazolo[3,4-b]pyrazin-3-yl)azetidin-1-yl)methanone